4-(bromomethyl)-2,6-dichloropyridine BrCC1=CC(=NC(=C1)Cl)Cl